C(C)N1C(NC2=CC(=CC=C2C1)CN1CCN(CC1)C=1C=CC(=NC1C)C(=O)NCC)=O 5-(4-((3-ethyl-2-oxo-1,2,3,4-tetrahydroquinazolin-7-yl)methyl)piperazin-1-yl)-6-methyl-N-ethylpicolinamide